C(C)OC(=O)C1CCC(CC1)C1=C2C(=NC(=C1)N1[C@@H](COCC1)C)N(N=C2)C2=CC=NN2COCC[Si](C)(C)C (R)-4-(6-(3-methylmorpholinyl)-1-(1-((2-(trimethylsilyl)ethoxy)methyl)-1H-pyrazole-5-yl)-1H-pyrazolo[3,4-b]pyridin-4-yl)cyclohexane-1-carboxylic acid ethyl ester